C[C@H](C(=O)O)CC(C(=O)OC)NC(=O)OC(C)(C)C methyl-(S)-4-((tert-butoxycarbonyl)amino)-5-methoxy-5-oxopentanoic acid